2,4-dimethyl-1-hexyl methacrylate C(C(=C)C)(=O)OCC(CC(CC)C)C